C(C1=CC=CC=C1)OC(=O)N1CCC(CC1)CS(N)(=O)=O 4-(sulfamoylmethyl)piperidine-1-carboxylic acid benzyl ester